CC1=CC=C(C(=O)NC2=NC=C(N=C2)N2CCN(CC2)C2=NC=CC=C2)C=C1 4-Methyl-N-(5-(4-(pyridin-2-yl)piperazin-1-yl)pyrazin-2-yl)benzamid